CN(CCCC(OC(CCCCCCCC(=O)O)CCCCCCCC(=O)O)=O)C 9-[4-(dimethylamino)-1-oxobutoxy]-heptadecanedioic acid